FC=1C(=NC(=NC1)NC1=CC=C(C=N1)N1CCN(CC1)CC1=CC=C(C=C1)C1C(NC(CC1)=O)=O)C=1C=C(C2=C(N(C(=N2)C)C(C)C)C1)F 3-(4-((4-(6-((5-fluoro-4-(4-fluoro-1-isopropyl-2-methyl-1H-benzo[d]imidazol-6-yl)pyrimidin-2-yl)amino)pyridin-3-yl)piperazin-1-yl)methyl)phenyl)piperidine-2,6-dione